N-[2-(pyridin-2-yl)propan-2-yl]acetamide N1=C(C=CC=C1)C(C)(C)NC(C)=O